ClC1=C(C=CC=C1)[C@H]1[C@@H](OC(O1)(C)C)CO ((4S,5S)-5-(2-chlorophenyl)-2,2-dimethyl-1,3-dioxolan-4-yl)methanol